2-[(2E)-2-(aminomethyl)-3-fluoroprop-2-en-1-yl]-4-{[5-(pyridin-4-yl)thiophen-2-yl]methyl}-2,4-dihydro-3H-1,2,4-triazol-3-one NC/C(/CN1N=CN(C1=O)CC=1SC(=CC1)C1=CC=NC=C1)=C\F